C(C)OC(CN=[N+]=[N-])=O 2-azidoacetic acid ethyl ester